methyl 1-ethyl-3-(4-methoxyphenyl)-2-methylazetidine-3-carboxylate C(C)N1C(C(C1)(C(=O)OC)C1=CC=C(C=C1)OC)C